6-bromo-1-(4-isopropoxyphenyl)-7-methyl-1H-benzo[d][1,2,3]triazole BrC=1C=CC2=C(N(N=N2)C2=CC=C(C=C2)OC(C)C)C1C